C(C1=CC=CC=C1)OC(=O)N[C@H](C(=O)OC)C(C)=O Methyl (S)-2-(((benzyloxy) carbonyl) amino)-3-oxobutanoate